2-methyl-1,8-octanedioaldehyde CC(C=O)CCCCCC=O